2,6,8-trimethyl-4-nonylether CC(C)CC(CC(CC(C)C)C)OC(CC(C)C)CC(CC(C)C)C